bis(2,2,2-trichloroethoxy)butane ClC(COC(C(C)OCC(Cl)(Cl)Cl)C)(Cl)Cl